C(C)OP(OCC)(=O)CC1=CC(=C(C(=C1)C(C)(C)C)O)C(C)(C)C 3,5-di-t-butyl-4-hydroxybenzylphosphonic acid diethyl ester